NC1=C2C(=NC=C1)C(=CN2)C=O 7-AMINO-1H-PYRROLO[3,2-B]PYRIDINE-3-CARBALDEHYDE